ClC1=CC=C(C(=N1)C(=O)NS(=O)(=O)C)N[C@H](C)C=1C=C(C=C2C(N(C(=NC12)N1[C@@H](COCC1)C)C)=O)C 6-chloro-3-(((R)-1-(3,6-dimethyl-2-((R)-3-methylmorpholino)-4-oxo-3,4-dihydroquinazolin-8-yl)ethyl)amino)-N-(methylsulfonyl)picolinamide